NC1=C(C=C(C=C1F)Br)N\N=C\C1CCN(CC1)C(=O)OC(C)(C)C tert-butyl (E)-4-((2-(2-amino-5-bromo-3-fluorophenyl)hydrazono)methyl)piperidine-1-carboxylate